OC=1C(=C(C(=O)C2=CC=C(C=C2)OC(C)C)C=CC1OC(C)C)O dihydroxy-4,4'-di-isopropoxybenzophenone